C1(=CC=CC=C1)C(=C(C1=CC=CC=C1)C1=CC=CC=C1)C1=CC=C(C=C1)B(O)O (4-(1,2,2-triphenylvinyl)phenyl)boronic acid